O[C@H]1CC(N(C1)C1=CC=C(C=C1)C=1C=CC(=NC1)NC1=CC2=C(OC[C@H]3N2C(CC3)=O)N=C1)=O (S)-2-((5-(4-((S)-4-hydroxy-2-oxopyrrolidin-1-yl)phenyl)pyridin-2-yl)amino)-6,6a,7,8-tetrahydro-9H-pyrido[2,3-b]pyrrolo[1,2-d][1,4]oxazin-9-one